2-(1-cyanopyrrolidin-3-ylidene)-N-(4-phenoxyphenyl)acetamide C(#N)N1CC(CC1)=CC(=O)NC1=CC=C(C=C1)OC1=CC=CC=C1